ClC=1C=C(C=C(C1F)Cl)C1(CC(=NO1)C1=CC(=C(C(=O)NC2C(N(OC2)CC)=O)C=C1)C)C(F)(F)F 4-[5-(3,5-Dichloro-4-fluorophenyl)-5-(trifluoromethyl)-4,5-dihydroisoxazol-3-yl]-N-(2-ethyl-3-oxoisoxazolidin-4-yl)-2-methylbenzamide